3-hydroxybut-2-yl-4-((S)-2-methylpyrrolidine-1-carbonyl)thiazole-2-carboxamide OC(C(C)C1=C(N=C(S1)C(=O)N)C(=O)N1[C@H](CCC1)C)C